O=C(C=CC)C1=CC=C(C=C1)[N+](=O)[O-] 4-oxo-4-(4-nitrophenyl)-2-buten